CC1(COCC[C@H]1NC=1N=NC(=C2C1C=NC=C2)C2=C(C=C(C=C2)C)O)C (R)-2-(4-((3,3-dimethyltetrahydro-2H-pyran-4-yl)amino)pyrido[3,4-d]pyridazin-1-yl)-5-methylphenol